C[C@@H]1CN(C[C@H]2N1CC1=CC(=CC=C21)C2CNCC2)C2=CC(N(C1=NC=CC=C21)C)=O 4-[(4R,10bS)-4-methyl-8-pyrrolidin-3-yl-3,4,6,10b-tetrahydro-1H-pyrazino[2,1-a]isoindol-2-yl]-1-methyl-1,8-naphthyridin-2-one